ClC1=CC=C(C=C1)[C@@H](CN1CCNCC1)NS(=O)(=O)C=1C=NC(=CC1)OC(F)(F)F (S)-N-(1-(4-chlorophenyl)-2-(piperazin-1-yl)ethyl)-6-(trifluoromethoxy)pyridine-3-sulfonamide